ClC=1C=C(SC1)C1C(C1)C(=O)N 2-(4-chlorothiophen-2-yl)cyclopropane-1-carboxamide